C(#N)C1=C(C(=CC=C1)OC)C1=CC=C2C(=CN(C2=C1)CC(C)(C)C)[C@@H](C(F)(F)F)NS(=O)(=O)C1CC1 (S)-N-(1-(6-(2-cyano-6-methoxyphenyl)-1-neopentyl-1H-indol-3-yl)-2,2,2-trifluoroethyl)cyclopropanesulfonamide